COC1CCC(CC1)NC1=C(C(NC=C1)=O)C(=O)NC1=CC=C(C=C1)C1CCN(CC1)C 4-((4-Methoxycyclohexyl)amino)-N-(4-(1-methylpiperidin-4-yl)phenyl)-2-oxo-1,2-dihydropyridine-3-carboxamide